BrC(CC1(CCCCC1)SC1(CCCCC1)CC(=C(F)F)Br)=C(F)F 2-bromo-3,3-difluoroallylcyclohexyl sulfide